[2-(methoxycarbonyl)-5-(trifluoromethoxy)phenyl]boronic acid COC(=O)C1=C(C=C(C=C1)OC(F)(F)F)B(O)O